1-(7-(Piperazin-1-yl)imidazo[1,2-a]pyridin-3-yl)dihydropyrimidine-2,4(1H,3H)-dione trifluoroacetate FC(C(=O)O)(F)F.N1(CCNCC1)C1=CC=2N(C=C1)C(=CN2)N2C(NC(CC2)=O)=O